N-methyl-4-tetradecyl-N-octadecyl-anilinium tetrakis(perfluoronaphthalen-2-yl)borate FC1=C(C(=C(C2=C(C(=C(C(=C12)F)F)F)F)F)F)[B-](C1=C(C2=C(C(=C(C(=C2C(=C1F)F)F)F)F)F)F)(C1=C(C2=C(C(=C(C(=C2C(=C1F)F)F)F)F)F)F)C1=C(C2=C(C(=C(C(=C2C(=C1F)F)F)F)F)F)F.C[NH+](C1=CC=C(C=C1)CCCCCCCCCCCCCC)CCCCCCCCCCCCCCCCCC